N-[5-(4-cyano-1,3-thiazol-2-yl)-4-fluoro-2-[rac-(3R,5S)-3,4,5-trimethylpiperazin-1-yl]phenyl]-6-oxo-4-(trifluoromethyl)-1H-pyridine-3-carboxamide C(#N)C=1N=C(SC1)C=1C(=CC(=C(C1)NC(=O)C1=CNC(C=C1C(F)(F)F)=O)N1C[C@H](N([C@H](C1)C)C)C)F |r|